2-(difluoromethoxy)-6-methyl-3-nitropyridine FC(OC1=NC(=CC=C1[N+](=O)[O-])C)F